N-[(5-chloro-2-isopropyl-phenyl)methyl]-N-cyclopropyl-3-(difluoromethyl)-5-fluoro-1-methyl-pyrazole-4-carboxamide ClC=1C=CC(=C(C1)CN(C(=O)C=1C(=NN(C1F)C)C(F)F)C1CC1)C(C)C